ClC1=C(C=C(C=C1)F)C1N(C(C2=C3C=CC=NC3=CC(=C21)NC(C2=CC(=CC(=C2)C(F)(F)F)F)=O)=C=O)CC2=CC=C(C=C2)OC N-(3-(2-chloro-5-fluorophenyl)-2-(4-methoxybenzyl)-1-carbonyl-2,3-dihydro-1H-pyrrolo[3,4-f]quinolin-4-yl)-3-fluoro-5-(trifluoromethyl)benzamide